Cl.C1(NC(CC12CNCC2)=O)=O 2,7-diazaspiro[4.4]nonane-1,3-dione hydrochloride